7-(2-bromopyridin-4-yl)-N-ethyl-7H-pyrrolo[2,3-d]pyrimidin-2-amine BrC1=NC=CC(=C1)N1C=CC2=C1N=C(N=C2)NCC